C(C)(C)(C)C1=CC=C(OC2=CC=C(C=C2)C2=NN3C(NC4=C(CC3)C=C(C=C4)C=4CCNCC4)=C2C(=O)N)C=C1 2-(4-(4-(tert-butyl)phenoxy)phenyl)-7-(1,2,3,6-tetrahydropyridin-4-yl)-9,10-dihydro-4H-benzo[d]pyrazolo[1,5-a][1,3]diazepine-3-carboxamide